9-ethyl-2-(2-(3-methylbenzylidene)hydrazino)-6-(piperidin-1-yl)-8-(pyridin-4-yl)-9H-purine C(C)N1C2=NC(=NC(=C2N=C1C1=CC=NC=C1)N1CCCCC1)NN=CC1=CC(=CC=C1)C